N-toluyl-N'-cyclohexyl-carbodiimide C1(=C(C=CC=C1)N=C=NC1CCCCC1)C